C(CCCCCCCCCCC)[Sn](CCCC)(CCCC)CCCCCCCCCCCC didodecyl-dibutyl-tin